C(#N)C=1C=NC=2N(C1)N=CC2C(=O)NC2=CC1=CN(N=C1C=C2)C2CCC(CC2)N2CCN(CC2)C2CN(C2)C2=CC(=C(C(=C2)F)[C@@H]2C(NC(CC2)=O)=O)F 6-cyano-N-(2-((1R,4r)-4-(4-(1-(4-((R)-2,6-dioxopiperidin-3-yl)-3,5-difluorophenyl)azetidin-3-yl)piperazin-1-yl)cyclohexyl)-2H-indazol-5-yl)pyrazolo[1,5-a]pyrimidine-3-carboxamide